BrC1=C(C=C(C(=C1)F)Cl)C 1-Bromo-4-chloro-5-fluoro-2-methyl-benzene